2-(4-cyclopropyl-6-methoxy-pyrimidin-5-yl)-5-isopropyl-4-[[4-[1-methyl-4-(trifluoromethyl)imidazol-2-yl]phenyl]methoxy]pyrimidine C1(CC1)C1=NC=NC(=C1C1=NC=C(C(=N1)OCC1=CC=C(C=C1)C=1N(C=C(N1)C(F)(F)F)C)C(C)C)OC